S1C=CC=C1 thiofurane